5-bromo-3-[4-(propan-2-yloxy)phenyl]-3H-imidazo[4,5-b]pyridine BrC1=CC=C2C(=N1)N(C=N2)C2=CC=C(C=C2)OC(C)C